(3-(2-amino-3-methoxypyridin-4-yl)-1-methyl-1H-pyrazol-5-yl)dicyclopropylphosphine oxide NC1=NC=CC(=C1OC)C1=NN(C(=C1)P(C1CC1)(C1CC1)=O)C